ClC1=C(C(=C(C(=C1Cl)C#N)Cl)C#N)N1CCNCC1 4-(2,3,5-trichloro-4,6-dicyanophenyl)piperazine